C(C)(C)(C)OC(=O)N[C@@H]1[C@H](CC1)C(=O)O (1s,2s)-2-((tert-butoxycarbonyl)amino)cyclobutane-1-carboxylic acid